[N+](=O)([O-])C1=C2C(C(=NN(C2=CC=C1)C1=CC=C(C=C1)OC(F)(F)F)C(=O)OCC)=O ethyl 5-nitro-4-oxo-1-[4-(trifluoromethoxy)phenyl]cinnoline-3-carboxylate